p-trifluoromethoxyaniline p-toluenesulfonate CC1=CC=C(C=C1)S(=O)(=O)O.FC(OC1=CC=C(N)C=C1)(F)F